Piperidinium Trifluoroborate B(F)(F)F.[NH2+]1CCCCC1